(1S,9S)-1-amino-4-chloro-9-ethyl-5-fluoro-9-hydroxy-1,2,3,9,12,15-hexahydro-10H,13H-benzo[de]pyrano[3',4':6,7]indolizino[1,2-b]quinolin-10,13-dione N[C@H]1CCC=2C=3C1=C1C(=NC3C=C(C2Cl)F)C2=CC3=C(C(N2C1)=O)COC([C@]3(O)CC)=O